OC(CN1CCC(CC1)NC1=C2C=C(N(C2=CC=C1)CC(F)(F)F)C#CCNC1=C(C=C(C=C1)S(=O)(=O)N)OC)CO 4-{[3-(4-{[1-(2,3-dihydroxypropyl)-piperidin-4-yl]amino}-1-(2,2,2-trifluoro-ethyl)-1H-indol-2-yl)prop-2-yn-1-yl]amino}-3-methoxybenzene-1-sulfonamide